2-(2-hydroxy-3,5-di-tert.amyl-phenyl)-2H-benzotriazole OC1=C(C=C(C=C1C(C)(C)CC)C(C)(C)CC)N1N=C2C(=N1)C=CC=C2